FC(C=1C=C(C=CC1)CN)(F)F [3-(trifluoromethyl)phenyl]methylamine